CN1CCN(CC1)C=1C=C(C=CC1)C=1C2=C(NN1)CN(C2)C#N 3-(3-(4-Methylpiperazin-1-yl)phenyl)-4,6-dihydropyrrolo[3,4-c]pyrazole-5(1H)-carbonitrile